4-(2-((6-(4H-1,2,4-triazol-4-yl)-1H-benzo[d][1,2,3]triazol-4-yl)oxy)ethoxy)-N-((5-(trifluoromethyl)-1H-indol-2-yl)methyl)butan-1-amine N=1N=CN(C1)C=1C=C(C2=C(NN=N2)C1)OCCOCCCCNCC=1NC2=CC=C(C=C2C1)C(F)(F)F